C(CCCNC(CCCCCCCCCCCCCCCCC)=O)NC(CCCCCCCCCCCCCCCCC)=O N,N'-1,4-butanediylbis(stearamide)